N1CC1N1CCN(CC1)C(=O)C(C#N)=CC1CC1 2-(4-(aziridine-3-yl)piperazine-1-carbonyl)-3-cyclopropylacrylonitrile